C1(=CC=CC=C1)C(C[Al](CC(CCC)C1=CC=CC=C1)CC(CCC)C1=CC=CC=C1)CCC tris(2-phenyl-pentyl)aluminum